N1(CCNCCN(CCNCC1)CC(=O)[O-])CC(=O)[O-] 1,4,7,10-tetraazacyclododecane-1,7-diacetate